1-[2-(2,6-dioxopiperidin-3-yl)-1,3-dioxo-2,3-dihydro-1H-isoindol-4-yl]pyrrolidine-3-carboxylic acid O=C1NC(CCC1N1C(C2=CC=CC(=C2C1=O)N1CC(CC1)C(=O)O)=O)=O